C=1N=CN2C1C1=CC=CC=C1C2C2COCCC2(O)C 3-(5H-imidazo[5,1-a]isoindol-5-yl)-4-methyltetrahydro-2H-pyran-4-ol